ClC1=CC=C(C=C1)[C@H](C1CCC1)C1N(C(C2=CC=C(C=C12)C(=O)N)=O)C1C(NC(CC1)=O)=O ((S)-(4-chlorophenyl)(cyclobutyl)methyl)-2-(2,6-dioxopiperidin-3-yl)-1-oxoisoindoline-5-carboxamide